CC=1C(C(CCC1)(C)C)C=CC(C)=O 4-(2,6,6-trimethyl-2-cyclohexen-1-yl)-3-buten-2-one